tert-Butyl 2-((3-(methoxycarbonyl)-4-methylphenoxy)methyl)azetidine-1-carboxylate COC(=O)C=1C=C(OCC2N(CC2)C(=O)OC(C)(C)C)C=CC1C